(S)-2-((R)-2,4-Dimethylpiperazin-1-yl)-N-(3-(5-fluoro-2-((2-fluoro-3-(methylsulfonyl)phenyl)amino)pyrimidin-4-yl)-1H-indol-7-yl)butanamid C[C@H]1N(CCN(C1)C)[C@H](C(=O)NC=1C=CC=C2C(=CNC12)C1=NC(=NC=C1F)NC1=C(C(=CC=C1)S(=O)(=O)C)F)CC